C(CCC\C=C/C\C=C/C\C=C/C\C=C/CCCCC)(=O)OCCN(C(C=CC(NCCNCCN(C)C)=O)=O)CCOC(CCC\C=C/C\C=C/C\C=C/C\C=C/CCCCC)=O 13-(2-{[(5Z,8Z,11Z,14Z)-1-oxoicosa-5,8,11,14-tetraenyl] oxy} ethyl)-2-methyl-9,12-dioxo-2,5,8,13-tetrazapentadec-10-en-15-yl (5Z,8Z,11Z,14Z)-icosa-5,8,11,14-tetraenoate